ClC1=C(C(=NC=C1)C#CCOC1OCCCC1)C 4-chloro-3-methyl-2-(3-((tetrahydro-2H-pyran-2-yl)oxy)prop-1-yn-1-yl)pyridine